C1(CC1)C=1C=NN2C1N=C(C=C2)C2=CNC=1N=C(N=CC12)C=1C=C2C=CC=NC2=CC1 6-(5-(3-cyclopropylpyrazolo[1,5-a]pyrimidin-5-yl)-7H-pyrrolo[2,3-d]pyrimidin-2-yl)quinoline